C(C)(C)(C)OC(=O)N1CC2(CC1)C(N(CCC2)[C@H](C(=O)O)C(C)C)=O (2S)-2-(2-(tert-butoxycarbonyl)-6-oxo-2,7-diazaspiro[4.5]decan-7-yl)-3-methylbutanoic acid